trans-tert-butyl 3a-fluorohexahydropyrrolo[3,4-c]pyrrole-2(1H)-carboxylate F[C@@]12[C@H](CNC1)CN(C2)C(=O)OC(C)(C)C